Cl.C(C)C1([C@@]([C@@H]2CC[C@H]1C2)(N)C=2SC=CC2)CC (1R,2R,4S)-3,3-diethyl-2-(thiophen-2-yl)bicyclo[2.2.1]heptan-2-amine hydrochloride